BrC=1C=CC(=C(C1)CO)SC(C)C (5-bromo-2-(isopropylsulfanyl)phenyl)methanol